6-(alloyloxy)-2,3-bis(bromomethyl)quinoxaline 1,4-dioxide C(C=C)(=O)OC=1C=C2[N+](=C(C(=[N+](C2=CC1)[O-])CBr)CBr)[O-]